FC(C(C(F)(F)F)OC(=O)N1CCC2(CC2C(NC2=NOC=C2)=O)CC1)(F)F.C(=C)(C)C1=CC=C(C=C1)C(C)=O 1-(4-isopropenylphenyl)ethan-1-one 1,1,1,3,3,3-hexafluoropropan-2-yl-(+)-1-(isoxazol-3-ylcarbamoyl)-6-azaspiro[2.5]octane-6-carboxylate